C(C)C=1N(C(=C(C1C(=O)NC1=CC(=C(C=C1)F)C)C)C(C(=O)NC1(CC(C1)O)C)=O)C 2-ethyl-N-(4-fluoro-3-methylphenyl)-5-(2-(((1s,3s)-3-hydroxy-1-methylcyclobutyl)amino)-2-oxoacetyl)-1,4-dimethyl-1H-pyrrole-3-carboxamide